naphthalene-1,4-diyl-diboronic acid C1(=CC=C(C2=CC=CC=C12)B(O)O)B(O)O